CC1=CC=C(C=C1)S(=O)(=O)OC[C@](C)(C=1SC(=CN1)S(N)(=O)=O)O (R)-2-hydroxy-2-(5-sulfamoyl-thiazol-2-yl)propyl 4-methylbenzenesulfonate